(S)-4-(1-(3-Chloro-1-(cyclopropylmethyl)-1H-indole-2-carboxamido)ethyl)benzoic acid ClC1=C(N(C2=CC=CC=C12)CC1CC1)C(=O)N[C@@H](C)C1=CC=C(C(=O)O)C=C1